C(C1=CC=CC=C1)N([C@H](CCC=1N=NNN1)CCCC)[C@@H](C)C1=CC=CC=C1 (S)-N-benzyl-N-((S)-1-phenylethyl)-1-(2H-tetrazol-5-yl)heptan-3-amine